dichlorobipyridine palladium [Pd].ClC1=C(C(=NC=C1)C1=NC=CC=C1)Cl